FC=1C=C(C=CC1)C1=NCC(NC2=C1C=CC=C2C)=O (3S)-5-(3-fluorophenyl)-9-methyl-2-oxo-1,3-dihydro-1,4-benzodiazepine